C(C)(C)(C)OC(=O)N[C@H]1C=CC[C@@H]2N(C1=O)[C@@H](CCC2)C(=O)OC methyl (4S,7S,10aR)-7-((tert-butoxycarbonyl)amino)-6-oxo-1,2,3,4,6,7,10,10a-octahydropyrido[1,2-a]azepine-4-carboxylate